CC1=C(C(=O)OOC(C2=C(C=CC=C2)C)=O)C=CC=C1 bis-(2-methylbenzoyl) peroxide